(R)-7,7-dimethyl-2-(1H-indol-4-yl)-6-(3-methylsulfonylbenzoyl)-4-(3-methylmorpholin-4-yl)-6,7-dihydro-5H-pyrrolo[3,4-d]pyrimidine CC1(N(CC2=C1N=C(N=C2N2[C@@H](COCC2)C)C2=C1C=CNC1=CC=C2)C(C2=CC(=CC=C2)S(=O)(=O)C)=O)C